BrC1=CC(=CC2=C1N(C=N2)CC)SCC(C)(C)C 7-bromo-5-(2,2-dimethylpropylsulfanyl)-1-ethyl-benzimidazole